[Cl-].C(CC)[N+](C)(C)CC1=CC=C(C=C1)C=C Propyl-p-Vinyl-Benzyl-Dimethyl-Ammonium Chloride